FC=1C(=NN2C1CN(CCC2)C(=O)OC(C)(C)C)CO tert-butyl 3-fluoro-2-(hydroxymethyl)-7,8-dihydro-4H-pyrazolo[1,5-a][1,4]diazepine-5(6H)-carboxylate